ClC=1C=C(C=C(C1OC=1C=C2CCN(C(C2=CC1)=O)CC1=CC(=CC(=C1)F)F)Cl)N1N=CC(NC1=O)=O 2-(3,5-dichloro-4-((2-(3,5-difluorobenzyl)-1-oxo-1,2,3,4-tetrahydroisoquinolin-6-yl)oxy)phenyl)-1,2,4-triazine-3,5(2H,4H)-dione